manganese 2-ethylhexanoate C(C)C(C(=O)[O-])CCCC.[Mn+2].C(C)C(C(=O)[O-])CCCC